N-(1-(2-(4-methoxyphenyl)hydrazine-1-carbonyl)cyclobutyl)-3-(difluoromethyl)-1-methyl-1H-pyrazole-4-carboxamide COC1=CC=C(C=C1)NNC(=O)C1(CCC1)NC(=O)C=1C(=NN(C1)C)C(F)F